IC1C=CC=C(C1(C(=C)C)I)I 3,4,5-triiodo-4-isopropenylbenzene